C(C1=CC=CC=C1)OC(=O)N([C@@H]1C[C@H](N(C1)C(=O)OC(C)(C)C)C)C tert-butyl (2R,4R)-4-[benzyloxycarbonyl(methyl)amino]-2-methyl-pyrrolidine-1-carboxylate